(2-(trifluoromethyl)pyridin-4-yl)-7-oxabicyclo[2.2.1]heptane FC(C1=NC=CC(=C1)C12CCC(CC1)O2)(F)F